2-Bromo-1-(methoxy-d3)-4-nitrobenzene BrC1=C(C=CC(=C1)[N+](=O)[O-])OC([2H])([2H])[2H]